methyl (5-(6-(tert-butylsulfonyl)-7-methoxyimidazo[1,2-a]pyridin-3-yl)pyridin-2-yl)carbamate C(C)(C)(C)S(=O)(=O)C=1C(=CC=2N(C1)C(=CN2)C=2C=CC(=NC2)NC(OC)=O)OC